S1C=NC2=C1C=C(C=C2)\C=C\2/N=C(NC2=O)NC21CC3(CC(CC(C2)C3)C1)OC(C)=O Acetic acid [3-[[(4Z)-4-(1,3-benzothiazol-6-ylmethylene)-5-oxo-1H-imidazol-2-yl] amino]-1-adamantyl] ester